tert-Butyl N-{2-[(2S)-2-[12-ethyl-8-(hydroxymethyl)-2-methoxy-9-oxo-9H,11H-indolizino[1,2-b]quinolin-7-yl]-2-hydroxybutanamido]ethyl}carbamate C(C)C1=C2C(=NC3=CC=C(C=C13)OC)C1=CC(=C(C(N1C2)=O)CO)[C@](C(=O)NCCNC(OC(C)(C)C)=O)(CC)O